(E)-2-(4-(((4-((2-(aminomethyl)-3-fluoroallyl)oxy)phenyl)sulfonyl)methyl)bicyclo[2.2.2]octan-1-yl)isothiazolidine 1,1-dioxide NC/C(/COC1=CC=C(C=C1)S(=O)(=O)CC12CCC(CC1)(CC2)N2S(CCC2)(=O)=O)=C\F